2,2-diphenyl-6H-[1,3]dioxolo[4,5-h]chromen-6-one C1(=CC=CC=C1)C1(OC2=C(C=CC=3C(C=COC23)=O)O1)C1=CC=CC=C1